CC=1N=NN(N1)CC(=O)O 2-(5-methyl-2H-tetrazol-2-yl)acetic acid